ClC1=C2C=C(N(C2=CC=C1OC)C)C(=O)NC1(COC1)C1=C(C=C(C(=O)O)C=C1)C 4-[3-(4-chloro-5-methoxy-1-methyl-1H-indole-2-amido)oxetan-3-yl]-3-methylbenzoic acid